2-([1,1':2',1''-terphenyl]-4'-yl)-4-(2-chloro-5-(dibenzo[b,d]furan-2-yl)phenyl)-6-phenyl-1,3,5-triazine C1(=CC=CC=C1)C=1C(=CC(=CC1)C1=NC(=NC(=N1)C1=C(C=CC(=C1)C1=CC2=C(OC3=C2C=CC=C3)C=C1)Cl)C1=CC=CC=C1)C1=CC=CC=C1